FC1=C2C(N(C=NC2=CC(=C1)C=1C=C(C=2N(C1)C=C(N2)C)F)[C@H]2C[C@@H](N(CC2)C(=O)OC(C)(C)C)C)=O trans-tert-butyl 4-(5-fluoro-7-{8-fluoro-2-methylimidazo[1,2-a]pyridin-6-yl}-4-oxoquinazolin-3-yl)-2-methylpiperidine-1-carboxylate